[Na].[Ti] titanium sodium salt